2-(2-{2-[3-(1-acetylazetidin-3-yl)-1H-indazol-1-yl]acetamido}acetamido)acetic acid C(C)(=O)N1CC(C1)C1=NN(C2=CC=CC=C12)CC(=O)NCC(=O)NCC(=O)O